2,4-difluorophenethylamine FC1=C(CCN)C=CC(=C1)F